2-(1-((2-(3,5-dichloro-phenyl)-6-((2-(6-hydroxy-4,6-dimethyl-1,4-diazepan-1-yl)pyrimidin-5-yl)oxy)pyridin-4-yl)methyl)piperidin-4-yl)acetic acid ClC=1C=C(C=C(C1)Cl)C1=NC(=CC(=C1)CN1CCC(CC1)CC(=O)O)OC=1C=NC(=NC1)N1CCN(CC(C1)(C)O)C